NC=1N=C(C(=NC1SC1=C(C(=NC=C1)N)Cl)C=O)N1CCC2(CC1)[C@@H](C1=CC=CC=C1C2)N (S)-5-amino-3-(1-amino-1,3-dihydrospiro[indene-2,4'-piperidine]-1'-yl)-6-((2-amino-3-chloropyridin-4-yl)sulfanyl)pyrazine-2-carbaldehyde